benzyl 3-(1-[(difluoromethoxy)methyl]cyclopropylcarbamoyl)-4H,5H,6H,7H-pyrazolo[1,5-a]pyrazine-5-carboxylate FC(OCC1(CC1)NC(=O)C=1C=NN2C1CN(CC2)C(=O)OCC2=CC=CC=C2)F